CC1CC2C(C(=O)OC2=O)C=C1 para-methyltetrahydrophthalic anhydride